C[C@H]1CN(C[C@@H](N1)C)CC1=CC=C(C=C1)C1=CC=C(C=C1)CC1=CC=C(C=C1)N1N=C(N=C1C)C(=O)N 1-(4-((4'-(((3s,5s)-3,5-dimethylpiperazin-1-yl)methyl)-[1,1'-biphenyl]-4-yl)methyl)phenyl)-5-methyl-1H-1,2,4-triazole-3-carboxamide